OC/C(=C/COP(=O)(O)[O-])/I.C(C)[NH+](CC)CC Triethylammonium (Z)-4-hydroxy-3-iodobut-2-en-1-yl-hydrogenphosphate